2-{5,8-dioxo-2-(pyridin-4-yl)-6-[(pyridin-3-yl)methyl]-5,6,7,8-tetrahydro-4H-pyrazolo[1,5-a]pyrrolo[3,4-d]pyrimidin-4-yl}-N-(5-fluoropyridin-2-yl)acetamide O=C1N(CC2=C1N(C=1N(C2=O)N=C(C1)C1=CC=NC=C1)CC(=O)NC1=NC=C(C=C1)F)CC=1C=NC=CC1